6-((3-(4-fluorophenyl)-5-methylisoxazol-4-yl)methoxy)-5-methoxynicotinic acid methyl ester COC(C1=CN=C(C(=C1)OC)OCC=1C(=NOC1C)C1=CC=C(C=C1)F)=O